Cl.Cl.BrC1=C(N2C(=NC3=CC=C(C=C3C2)Cl)S1)CSC=1NC2=CC=CC=C2CN1 2-bromo-7-chloro-3-(((1,4-dihydroquinazolin-2-yl)thio)methyl)-5H-thiazolo[2,3-b]Quinazoline dihydrochloride